2-((3-((1-(3-methoxynaphthalen-1-yl)cyclopropyl)carbamoyl)-4-methylphenoxy)methyl)pyrrolidine-1-carboxylate COC=1C=C(C2=CC=CC=C2C1)C1(CC1)NC(=O)C=1C=C(OCC2N(CCC2)C(=O)[O-])C=CC1C